ethyl 6-oxo-1-(2-trimethylsilylethoxymethyl)pyridazine-4-carboxylate O=C1C=C(C=NN1COCC[Si](C)(C)C)C(=O)OCC